FC(C(=O)O)(F)F.FC(C(=O)O)(F)F.C(N)(=N)C1=CC=C(CNC([C@H](C)NC(=O)[C@@H]2NCC[C@@H](C2)C2=CC=C(C=C2)F)=O)C=C1 (2R,4S)-N-((S)-1-((4-carbamimidoylbenzyl)amino)-1-oxopropan-2-yl)-4-(4-fluorophenyl)piperidine-2-carboxamide bis-trifluoroacetate